CC1=NC2=C(N1)C=CC=C2 2-methyl-1,3-benzodiazole